alpha-L-mannfuranose O[C@H]1[C@H](O)[C@H](O)[C@@H](O1)[C@@H](O)CO